5-(3-fluorophenyl)-N-[(3S)-oxolan-3-yl]-6-[4-(trifluoromethyl)phenoxy]pyridine-3-carboxamide FC=1C=C(C=CC1)C=1C=C(C=NC1OC1=CC=C(C=C1)C(F)(F)F)C(=O)N[C@@H]1COCC1